3-(p-tolyl)prop-2-en-1-one C1(=CC=C(C=C1)C=CC=O)C